C12(CCC(CC1)(CC2)O)O bicyclo[2.2.2]octane-1,4-diol